N1=NN=C(C=C1)N triazineamine